C(C)OC(C(C(C)=O)NC(\C=C\C1=C(C=C(C=C1)C(F)(F)F)F)=O)=O.O[C@@]1(C[C@@H](CCC1)NC1=NC(=NC=C1C(=O)N)NC1CCC(CC1)OC)C 4-((1R,3S)-3-hydroxy-3-methylcyclohexylamino)-2-((1r,4R)-4-methoxycyclohexylamino)pyrimidine-5-carboxamide Ethyl-(E)-2-(3-(2-fluoro-4-(trifluoromethyl)phenyl)acrylamido)-3-oxobutanoate